C(C)(=O)N1CCC(CC1)N(C)CC=1C=C(C=CC1Cl)C1=NNC(O1)=O 5-(3-{[(1-Acetylpiperidin-4-yl)(methyl)amino]methyl}-4-chlorophenyl)-1,3,4-oxadiazol-2(3H)-one